N-(8-((tert-butyldimethylsilyl)oxy)-1,1,1-trifluoro-6-methyloctan-4-yl)-2-methylpropane-2-sulfinamide [Si](C)(C)(C(C)(C)C)OCCC(CC(CCC(F)(F)F)NS(=O)C(C)(C)C)C